O1CC(CC1)O\N=C\C1=C(C2=C(S1)C(=CC=C2)N[C@@H]2CNC[C@@H]2F)CC(F)(F)F (E)-7-(((3R,4S)-4-fluoropyrrolidin-3-yl)amino)-3-(2,2,2-trifluoroethyl)benzo[b]thiophene-2-carbaldehyde O-tetrahydrofuran-3-yl oxime